2H-1,4-benzoOxazine O1CC=NC2=C1C=CC=C2